diethylaminotri-n-butoxysilane C(C)N(CC)[Si](OCCCC)(OCCCC)OCCCC